COCCNC1=NS(C2=C(N1)C=CC=C2)(=O)=O (2-methoxyethyl)amino-4H-benzo[e][1,2,4]thiadiazine 1,1-dioxide